ClC1=CC=C(C=C1)NC([C@@H](C)C1CC2(CN(C2)C2=NOC3=C2C=C(C=C3)F)C1)=O |o1:9| (S or R)-N-(4-chlorophenyl)-2-(2-(5-fluorobenzo[d]isoxazol-3-yl)-2-azaspiro[3.3]heptan-6-yl)propanamide